5-iodo-1-(2'-O-benzoyl-α-L-threofuranosyl)-uracil IC=1C(NC(N(C1)[C@H]1[C@H](OC(C2=CC=CC=C2)=O)[C@@H](O)CO1)=O)=O